N1(CCOCC1)C(=O)C1=CC=C(C=C1)[C@@H]1CC[C@H](CC1)OC=1N=NNC1C(=O)O 4-(((trans)-4-(4-(morpholine-4-carbonyl)phenyl)cyclohexyl)oxy)-1H-1,2,3-triazole-5-carboxylic acid